1,2,3,6,7,8-Hexahydro-2,4-diaza-as-indacene C1NCC2=NC=C3CCCC3=C12